C([O-])([O-])=O.S[Ca+2] mercaptocalcium carbonate